2-(5-(heptylsulfonyl)indoline-1-carbonyl)benzoic acid C(CCCCCC)S(=O)(=O)C=1C=C2CCN(C2=CC1)C(=O)C1=C(C(=O)O)C=CC=C1